CS(=O)(=O)C=1N=NC=C(N1)C1=CC=CC=C1 3-(methylsulfonyl)-5-phenyl-1,2,4-triazine